racemic-2-methylsulfonyl-1-(3-methoxyphenyl)ethanol CS(=O)(=O)C[C@H](O)C1=CC(=CC=C1)OC |r|